4-iodo-2-(6-methyl-3-azabicyclo[4.1.0]hept-3-yl)benzoyl chloride IC1=CC(=C(C(=O)Cl)C=C1)N1CC2CC2(CC1)C